FC1(CC(C1)C1=NN(C(=C1C)NC(OCC(F)F)=O)CC(F)(F)F)F 2,2-difluoroethyl (3-(3,3-difluorocyclobutyl)-4-methyl-1-(2,2,2-trifluoroethyl)-1H-pyrazol-5-yl)carbamate